FC1=C(CN2N=C(C=CC2=O)C=2C=NC(=NC2)OCC2(COC2)F)C=CC(=C1)F 2-(2,4-difluorobenzyl)-6-(2-((3-fluorooxetan-3-yl)methoxy)pyrimidin-5-yl)pyridazin-3(2H)-one